FC1=C(OC2=NC(=NC=C2)C2=CC=C(C=C2)N2CCS(CC2)(=O)=O)C=CC(=C1O)F 4-(4-(4-(2,4-difluoro-3-hydroxyphenoxy)pyrimidin-2-yl)phenyl)thiomorpholine 1,1-dioxide